(±)-rel-(2s,5s)-2-(((tert-butyldimethylsilyl)oxy)methyl)-5-hydroxy-5-methylpiperidine-1-carboxylic acid benzyl ester C(C1=CC=CC=C1)OC(=O)N1[C@@H](CC[C@](C1)(C)O)CO[Si](C)(C)C(C)(C)C |r|